CC(=O)N[C@@H]1[C@H]([C@@H]([C@H](O[C@@H]1O)CO[C@H]2[C@@H]([C@H]([C@@H]([C@H](O2)CO[C@@]3(C[C@H]([C@H]([C@H](O3)[C@@H](CO)O)O)O[C@@]4(C[C@H]([C@H]([C@H](O4)[C@@H](CO[C@@]5(C[C@H]([C@H]([C@H](O5)[C@@H](CO)O)O)O)C(=O)O)O)O)O)C(=O)O)C(=O)O)OP(=O)(O)O)O)NC(=O)C)O)O The molecule is an amino pentasaccharide epitope consisting of three 3-deoxy-D-manno-oct-2-ulose residues and two N-acetylglucosamine residues (one at the reducing end) in a linear sequence, with one phosphate group attached. It has a role as an epitope. It is an amino pentasaccharide and a glucosamine oligosaccharide.